Ditert-butyl 4-(3-methyl-2-oxo-1H-benzimidazol-5-yl)piperazine-1,2-dicarboxylate CN1C(NC2=C1C=C(C=C2)N2CC(N(CC2)C(=O)OC(C)(C)C)C(=O)OC(C)(C)C)=O